C(CCC)[C@H]1N(S(C2=C(N(C1)C1=CC=CC=C1)C=C(C(=C2)CSCC(=O)O)SC)(=O)=O)C |r| racemic-2-(((3-butyl-2-methyl-7-(methylthio)-1,1-dioxido-5-phenyl-2,3,4,5-tetrahydro-1,2,5-benzothiadiazepin-8-yl)methyl)thio)acetic acid